COC1=CC=C(CN2C(C3=NC=C(C4=CC=CC2=C34)N3C(=C(C=C3)C(=O)NC3=CC(=NC=C3)C(F)(F)F)C(F)(F)F)=O)C=C1 (1-(4-methoxybenzyl)-2-oxo-1,2-dihydropyrrolo[2,3,4-ij]isoquinolin-5-yl)-2-trifluoromethyl-N-(2-trifluoromethylpyridin-4-yl)-1H-pyrrole-3-carboxamide